1-(4-bromophenyl)ethylamine BrC1=CC=C(C=C1)C(C)N